C(C)(C)(C)OC(=O)NC1=CN(C2=CC=C(C=C12)OCC1=CC=C(C=C1)C(F)(F)F)C(=O)OC(C)(C)C tert-butyl 3-{[(tert-butoxy)carbonyl]amino}-5-{[4-(trifluoromethyl)phenyl]methoxy}-1H-indole-1-carboxylate